NC=1C(=NC(=C(N1)N)Cl)C(=O)NC(NCCCCC1=CC=C(C=C1)C1=CC=C(C=C1)CCC(=O)N1[C@H](C(NCC1)=O)CCCCN)=N (S)-3,5-diamino-N-(N-(4-(4'-(3-(2-(4-aminobutyl)-3-oxopiperazin-1-yl)-3-oxopropyl)-[1,1'-biphenyl]-4-yl)butyl)carbamimidoyl)-6-chloropyrazine-2-carboxamide